N-(2-pyridylmethyl)-N'-(5,6,7,8-tetrahydro-8-quinolinyl)-1,4-xylylenediamine N1=C(C=CC=C1)CNCC1=CC=C(C=C1)CNC1CCCC=2C=CC=NC12